NC=1C2=C(N=CN1)N(C=C2C2=CC(=C(C=C2)NC(=O)NC2=CC(=C(C=C2)N2C=NC(=C2)C)C(F)(F)F)F)C2CC2 1-(4-(4-AMINO-7-CYCLOPROPYL-7H-PYRROLO[2,3-D]PYRIMIDIN-5-YL)-2-FLUOROPHENYL)-3-(4-(4-METHYL-1H-IMIDAZOL-1-YL)-3-(TRIFLUOROMETHYL)PHENYL)UREA